2-(trans-4-((3-(2-Isopropyl-oxazol-4-yl)phenyl)((trans-4-(4-methoxy-3-methylphenyl)cyclohexyl)-methyl)carbamoyl)-cyclohexyl)acetic acid C(C)(C)C=1OC=C(N1)C=1C=C(C=CC1)N(C(=O)[C@@H]1CC[C@H](CC1)CC(=O)O)C[C@@H]1CC[C@H](CC1)C1=CC(=C(C=C1)OC)C